FC1=C(C(=O)N([C@H]2CNCCC2)C=2N=CC3=CC=CC=C3C2)C=CC(=C1)N(C=1C=NC=CC1)C (R)-2-fluoro-N-(isoquinolin-3-yl)-4-(methyl(pyridin-3-yl)amino)-N-(piperidin-3-yl)benzamide